ClC1=C(C=CC=C1)[C@H](C)OC=1C(=NC=C(C1)B1OC(C(O1)(C)C)(C)C)N 3-[(1S)-1-(2-chlorophenyl)ethoxy]-5-(4,4,5,5-tetramethyl-1,3,2-dioxaborolan-2-yl)pyridin-2-amine